C1(CCCCC1)CC1=NC(=NC(=N1)N1N=CC=C1)NC1CCOCC1 4-(cyclohexylmethyl)-6-(1H-pyrazol-1-yl)-N-(tetrahydro-2H-pyran-4-yl)-1,3,5-triazin-2-amine